OC1=C(C=C(C=C1)C(CC(=O)O)(C)C1=CC(=C(C=C1)O)C(C)(C)C)C(C)(C)C 3,3-bis(4-hydroxy-3-tert-butylphenyl)butanoic acid